oxo-mevalonate O=C(C(=O)[O-])[C@@](O)(C)CCO